ClC1=CC(=C(C=C1)CC1=CC=CC2=C1N=C1N2CCN([C@H]1C)CC=1N(C2=C(N1)C=CC(=C2)C(=O)O)C[C@H]2OCC2)C#N 2-{[(1S)-9-[(4-chloro-2-cyanophenyl)methyl]-1-methyl-1,2,3,4-tetrahydrobenzo[4,5]imidazo[3,2-a]pyrazin-2-yl]methyl}-3-{[(2S)-oxetan-2-yl]methyl}benzo[d]imidazole-5-carboxylic acid